C(C)(C)(C)OC(=O)N1CCN(CCC1)C[C@@]1(CCC(=C(C1)CN1CCN(CC1)C1=CC(=C(C(=O)O)C=C1)OC=1C=C2C(=NC1)NC=C2)C2=CC=C(C=C2)Cl)C 4-[4-[[(5R)-5-[(4-tert-butoxycarbonyl-1,4-diazepan-1-yl)methyl]-2-(4-chlorophenyl)-5-methylcyclohexen-1-yl]methyl]piperazin-1-yl]-2-(1H-pyrrolo[2,3-b]pyridin-5-yloxy)benzoic acid